((2R,3S,4R,5R)-5-(4-aminopyrrolo[2,1-f][1,2,4]triazin-7-yl)-5-cyano-3,4-dihydroxytetrahydrofuran-2-yl)methyl ((2S,3S)-2-(benzyloxy)-3-(octadecyloxy)butyl) hydrogen phosphate P(=O)(OC[C@H]1O[C@@]([C@@H]([C@@H]1O)O)(C#N)C1=CC=C2C(=NC=NN21)N)(OC[C@@H]([C@H](C)OCCCCCCCCCCCCCCCCCC)OCC2=CC=CC=C2)O